(S)-N-(1-(4-(cyclopropanesulphonylamino)pyridin-2-yl)-2-methoxyethyl)-5-(6-ethoxypyrazin-2-yl)thiazole-2-carboxamide C1(CC1)S(=O)(=O)NC1=CC(=NC=C1)[C@@H](COC)NC(=O)C=1SC(=CN1)C1=NC(=CN=C1)OCC